13,16-Docosadienoic acid C(CCCCCCCCCCCC=CCC=CCCCCC)(=O)O